ClC1=CC=C(C=C1)C=1N=NN(N1)CC1=CC=C(C(=O)NO)C=C1 4-[[5-(4-chlorophenyl)tetrazol-2-yl]methyl]benzohydroxamic acid